(S)-4-(2-(4-fluorobenzamido)-3-phenylpropionamido)-2-hydroxybenzene-1-sulfonyl chloride FC1=CC=C(C(=O)N[C@H](C(=O)NC2=CC(=C(C=C2)S(=O)(=O)Cl)O)CC2=CC=CC=C2)C=C1